ClC=1C(=C(C=CC1)C1=C(C2=C(C=3C=CN(C3C=C2)S(=O)(=O)C2=CC=C(C)C=C2)CCC1)OS(=O)(=O)C(F)(F)F)C trifluoromethanesulfonic acid 7-(3-chloro-2-methylphenyl)-3-tosyl-3,8,9,10-tetrahydrocyclohepta[e]indol-6-yl ester